NC(C(=O)N(CCCCCCCCCCCCCCCC)CCCCCCCCCCCCCCCC)CC1=CN=CN1 2-amino-N,N-Dihexadecyl-3-(1H-imidazol-5-yl)propanamide